3-(2-(Butylamino)-2-oxoethyl)-1-ethylimidazolium C(CCC)NC(C[N+]1=CN(C=C1)CC)=O